1-((R)-2-((S)-2-(Benzyloxy)-1-((tert-butyldimethylsilyl)oxy)ethyl)oxiran-2-yl)-2-diazoethan-1-one C(C1=CC=CC=C1)OC[C@H](O[Si](C)(C)C(C)(C)C)[C@@]1(OC1)C(C=[N+]=[N-])=O